2-(3,5-difluorophenyl)-4-[[phenylsulfonyl]oxy]-5-amino-3(2H)-furanone FC=1C=C(C=C(C1)F)C1OC(=C(C1=O)OS(=O)(=O)C1=CC=CC=C1)N